2-chloro-N,N-bis(4-methoxybenzyl)-5-nitro-N'-(propan-2-yl)pyrimidine-4,6-diamine ClC1=NC(=C(C(=N1)N(CC1=CC=C(C=C1)OC)CC1=CC=C(C=C1)OC)[N+](=O)[O-])NC(C)C